N-[3-chloro-4-[4-[2-(methylamino)acetyl]piperazine-1-carbonyl]phenyl]-5-(2,3-difluoro-4-methoxy-phenyl)-1-methyl-imidazole-2-carboxamide ClC=1C=C(C=CC1C(=O)N1CCN(CC1)C(CNC)=O)NC(=O)C=1N(C(=CN1)C1=C(C(=C(C=C1)OC)F)F)C